Cl.S1C=CC2=C1CNCC2 4,5,6,7-Tetrahydrothieno[2,3-c]pyridine hydrochloride